C(C)OC(C[C@@H](C1=CC(=NC=C1)OCC1CCNCC1)C1CC1)=O |r| (±)-3-cyclopropyl-3-(2-(piperidin-4-ylmethoxy)pyridin-4-yl)propionic acid ethyl ester